naphthalene-1,4-dicarboxylate C1(=CC=C(C2=CC=CC=C12)C(=O)[O-])C(=O)[O-]